S(=O)(=O)(ON1C2C=C(CN(C1=O)C2)N2N=NC(=C2)CN(C)C(=O)OC(C)(C)C)[O-].[Na+] sodium [3-[4-[[tert-butoxycarbonyl(methyl)amino]methyl]triazol-1-yl]-7-oxo-1,6-diazabicyclo[3.2.1]oct-3-en-6-yl] sulfate